FC1=C(C(=O)N)C=CC(=C1C(F)(F)F)F 2-fluoro-4-fluoro-trifluoromethyl-benzamide